FC1=C(C=C(C=C1)CC1=NNC(C2=C(C=CC=C12)F)=O)C1=CC2=C(NC(=N2)NC(OCC)=O)C=C1 Ethyl (5-(2-fluoro-5-((5-fluoro-4-oxo-3,4-dihydrophthalazin-1-yl)methyl) phenyl)-1H-benzoimidazol-2-yl)carbamate